1-(1-(2-(piperazin-1-yl)quinolin-5-yl)-3-(tetrahydro-2H-pyran-4-yl)-5,6-dihydroimidazo[1,5-a]pyrazin-7(8H)-yl)ethan-1-one N1(CCNCC1)C1=NC2=CC=CC(=C2C=C1)C=1N=C(N2C1CN(CC2)C(C)=O)C2CCOCC2